N-(5-((6-((R)-3-(4-chloro-3-fluorophenyl)isoxazolidine-2-yl)pyrimidine-4-yl)amino)-2-((2-(dimethylamino)ethyl)(methyl)amino)-4-methoxyphenyl)acrylamide ClC1=C(C=C(C=C1)[C@@H]1N(OCC1)C1=CC(=NC=N1)NC=1C(=CC(=C(C1)NC(C=C)=O)N(C)CCN(C)C)OC)F